[Nb+5].[F-].COC=1C=C2CN(C(C2=CC1NC1=NC=C(C(=N1)N1OCCC1C1=CC=CC=C1)C(F)(F)F)=O)C.[F-].[F-].[F-].[F-] 5-methoxy-2-methyl-6-((4-(3-phenylisoxazolidin-2-yl)-5-(trifluoromethyl)pyrimidin-2-yl)amino)Isoindolin-1-one Fluoride niobium